methylenedioxycinnamoyl-CoA C1OC(C(=O)SCCNC(CCNC([C@@H](C(COP(OP(OC[C@@H]2[C@H]([C@H]([C@@H](O2)N2C=NC=3C(N)=NC=NC23)O)OP(=O)(O)O)(=O)O)(=O)O)(C)C)O)=O)=O)=C(C2=CC=CC=C2)O1